1-(4-fluorophenyl)-2-(4-(hydroxymethyl)piperidin-1-yl)ethan-1-one FC1=CC=C(C=C1)C(CN1CCC(CC1)CO)=O